CC1C(CC1)C 1,2-dimethylcyclobutane